3-amino-5-(p-tert-butylphenyl)-1,2,4-triazole NC1=NNC(=N1)C1=CC=C(C=C1)C(C)(C)C